C12N(CC(NC1)CC2)C2=C1C(N(C(C1=C(C=C2F)F)=O)C2C(NC(CC2)=O)=O)=O 4-(2,5-diazabicyclo[2.2.2]octan-2-yl)-2-(2,6-dioxopiperidin-3-yl)-5,7-difluoroisoindoline-1,3-dione